C(C)C(CP(OCCCC)([O-])=O)CCCC.[Ni+2].C(CCC)OP([O-])(=O)CC(CCCC)CC nickel butyl (2-ethylhexyl)phosphonate